FC=1C=C(C=NC1)NC1=NC(=NC(=N1)C1=NC(=CC=C1)C(F)(F)F)N N4-(5-fluoropyridin-3-yl)-6-(6-(trifluoromethyl)pyridin-2-yl)-1,3,5-triazine-2,4-diamine